C(C)(C)(C)C1=CC(=C(C=C1OC)C)C 6-tertiary butyl-3,4-dimethyl-anisole